ClC1=CC=C(C(=N1)C(=O)OC(C)(C)C)N[C@H](C)C=1C=C(C=C2C(C(=C(OC12)SCC)C)=O)C tert-Butyl 6-chloro-3-[[(1R)-1-(2-ethylsulfanyl-3,6-dimethyl-4-oxo-chromen-8-yl)ethyl]amino]pyridine-2-carboxylate